CC=1N=C(SC1C1=CC(=NC=C1)C(C(F)(F)F)(C)C)NC(=O)N1[C@@H](CCC1)C(=O)N (2S)-l-N-[4-methyl-5-[2-(1,1,1-trifluoro-2-methylpropan-2-yl)pyridin-4-yl]-1,3-thiazol-2-yl]pyrrolidine-1,2-dicarboxamide